(R)-3-(3-(6-(2-((1-(2-(Dimethylamino)ethyl)-1H-pyrazol-3-yl)amino)pyrimidin-4-yl)pyridin-2-yl)isoxazol-5-yl)-3-hydroxy-1-methylpyrrolidin-2-one CN(CCN1N=C(C=C1)NC1=NC=CC(=N1)C1=CC=CC(=N1)C1=NOC(=C1)[C@]1(C(N(CC1)C)=O)O)C